C(C)(C)(C)OC(=O)N1N=C(C2=CC=C(C=C12)[C@@H]1C[C@@]12C(N(C1=CC=C(C=C21)OC)C(=O)OC(C)(C)C)=O)NC=2N(N=C(C2)C)C tert-butyl (1R,2S)-2-[1-(tert-butoxycarbonyl)-3-[(2,5-dimethylpyrazol-3-yl)amino]indazol-6-yl]-5'-methoxy-2'-oxospiro[cyclopropane-1,3'-indole]-1'-carboxylate